bis(5-dimethylcarbamoyloxy-2,4-dimethylphenyl) tetrasulfide CN(C(=O)OC=1C(=CC(=C(C1)SSSSC1=C(C=C(C(=C1)OC(N(C)C)=O)C)C)C)C)C